(R) or (S)-4-acetyl-N'-(((R)-3-methyl-1,2,3,5,6,7-hexahydrodicyclopenta[b,e]pyridin-8-yl)carbamoyl)thiophene-2-sulfonimidamide C(C)(=O)C=1C=C(SC1)[S@@](=O)(N)=NC(NC1=C2C(=NC3=C1CCC3)[C@@H](CC2)C)=O |o1:8|